C(C)(C)(C)C1=C(C(=CC(=C1)C)C(C)(C)C)O 2,6-di-tertiary-butyl-4-methylphenol